CN1CCC(CC1)C1=CC=C(C=C1)C=1C=C2C(NC=NC2=CC1)=O 6-[4-(1-methyl-4-piperidyl)-phenyl]quinazolin-4-one